N-(4'-((3-cyano-5-(methylsulfonyl)phenyl)amino)-5-(2-hydroxypropan-2-yl)-[2,3'-bipyridin]-6'-yl)acetamide C(#N)C=1C=C(C=C(C1)S(=O)(=O)C)NC1=C(C=NC(=C1)NC(C)=O)C1=NC=C(C=C1)C(C)(C)O